Methylperfluorooctanesulfonamide CNS(=O)(=O)C(C(C(C(C(C(C(C(F)(F)F)(F)F)(F)F)(F)F)(F)F)(F)F)(F)F)(F)F